(S)-2-((3-aminotetrahydrofuran-3-yl)methoxy)-4-(5-methoxyimidazo[1,2-a]pyridin-3-yl)-6-(methylthio)benzonitrile N[C@@]1(COCC1)COC1=C(C#N)C(=CC(=C1)C1=CN=C2N1C(=CC=C2)OC)SC